COC1=CC=C(COC=2C=C(C=C3C=CC=NC23)SCC2=CC(=NN2C)CO)C=C1 (5-(((8-((4-methoxybenzyl)oxy)quinolin-6-yl)thio)methyl)-1-methyl-1H-pyrazol-3-yl)methanol